methyl 4-{[3-(4-{[1-(2,3-dihydroxypropyl) piperidin-4-yl]amino}-1-(2,2,2-trifluoroethyl)-1H-indol-2-yl)prop-2-yn-1-yl]amino}-3-methoxybenzoate OC(CN1CCC(CC1)NC1=C2C=C(N(C2=CC=C1)CC(F)(F)F)C#CCNC1=C(C=C(C(=O)OC)C=C1)OC)CO